N-(3-iodo-1-trityl-1H-pyrazolo[4,3-c]pyridin-6-yl)acetamide IC1=NN(C2=C1C=NC(=C2)NC(C)=O)C(C2=CC=CC=C2)(C2=CC=CC=C2)C2=CC=CC=C2